6-(2-cyclopropyl-7-methoxybenzofuran-4-yl)indol-2-one C1(CC1)C=1OC2=C(C1)C(=CC=C2OC)C=2C=CC1=CC(N=C1C2)=O